N-(1H-pyrrolo[3,2-b]pyridin-3-yl)-8-azaspiro[4.5]decane-8-carboxamide N1C=C(C2=NC=CC=C21)NC(=O)N2CCC1(CCCC1)CC2